2-((5-fluoropyridin-2-yl)methyl)-3-methylnaphthalene-1,4-dione FC=1C=CC(=NC1)CC=1C(C2=CC=CC=C2C(C1C)=O)=O